C12(CC3CC(CC(C1)C3)C2)CNS(=O)(=O)C2=CC=C(C=C2)C2=CC=C(C=C2)CC#C N-(1'-adamantylmethyl)-4'-propargyl-4-biphenylsulfonamide